FC1=CC=C(OC2=CC(=NC=C2)C(=O)N[C@H]2CCC3=C(NC2=O)C=C(C=C3)C#CC(C)(C)O)C=C1 (S)-4-(4-Fluorophenoxy)-N-(8-(3-hydroxy-3-methylbut-1-yn-1-yl)-2-oxo-2,3,4,5-tetrahydro-1H-benzo[b]azepin-3-yl)picolinamide